IC1=CC=C(C=C1)CCCC(=S)NCCCC[C@H](N)C(=O)O Nε-(4-(4-iodophenyl)butanethioyl)lysine